[At].NCCC1NCC1 2-(2-aminoethyl)azetidine astatine